OC=1C(=CC=NC1)C(=O)N 5-hydroxy-pyridine-4-carboxamide